C(CCCC)[N+]#[C-] 1-PENTYL ISOCYANIDE